CC1(OB(OC1(C)C)C1=NNC(=C1)C(F)(F)F)C 3-(4,4,5,5-tetramethyl-1,3,2-dioxaborolan-2-yl)-5-(trifluoromethyl)-1H-pyrazole